FC1=C(CN2C=NC(=C2)C(=O)OC)C=CC(=C1F)OCC1=C(C=C(C=C1)C(F)(F)F)F methyl 1-(2,3-difluoro-4-((2-fluoro-4-(trifluoromethyl) benzyl) oxy) benzyl)-1H-imidazole-4-carboxylate